PHENYLINDANEDICARBOXYLIC ACID C1(=CC=CC=C1)C1C(C2=CC=CC=C2C1)(C(=O)O)C(=O)O